kalium-boron-magnesium [Mg].[B].[K]